C(C1=CC=CC=C1)SC=1C(=NC=CC1)N 3-(benzylthio)pyridin-2-amine